(1-(4-(azetidin-1-ylmethyl)-2-chlorophenyl)-1H-imidazol-4-yl)-N-(1-(ethylsulfonyl)piperidin-4-yl)-5-(trifluoromethyl)pyrimidin-2-amine N1(CCC1)CC1=CC(=C(C=C1)N1C=NC(=C1)C1=NC(=NC=C1C(F)(F)F)NC1CCN(CC1)S(=O)(=O)CC)Cl